4,6,6,7,8,8-hexamethyl-1,3,4,6,7,8-hexa-hydro-cyclopenta[g]benzopyran CC1CCOC2=C1C=C1C(=C2)C(C(C1(C)C)C)(C)C